C([C@@H]1[C@H]([C@@H]([C@H](O1)CO)O[C@H]2[C@@H]([C@H]([C@@H]([C@H](O2)C(=O)O)O[C@@H]3[C@@H]([C@H]([C@@H]([C@H](O3)CO)O[C@H]4[C@@H]([C@H]([C@@H]([C@@H](O4)C(=O)O)O[C@@H]5[C@@H]([C@H]([C@@H]([C@H](O5)COS(=O)(=O)O)O[C@H]6[C@@H]([C@H]([C@@H]([C@@H](O6)C(=O)O)O[C@@H]7[C@@H]([C@H]([C@@H]([C@H](O7)CO)O[C@H]8[C@@H]([C@H]([C@@H]([C@H](O8)C(=O)O)O)O)O)O)NS(=O)(=O)O)O)OS(=O)(=O)O)O)NS(=O)(=O)O)O)OS(=O)(=O)O)O)NS(=O)(=O)O)O)O)O)O The molecule is a heparan sulfate octasaccharide with sequence: GlcA-GlcNSO3-IdoA(2-OSO3)-GlcNSO3(6-OSO3)-IdoA(2-OSO3)-GlcNSO3-GlcA-aManR (aManR = 2,5-anhydro-D-mannitol). It is a heparan sulfate octasaccharide, an amino octasaccharide and an oligosaccharide sulfate.